5-chloro-2,3-difluorophenol ClC=1C=C(C(=C(C1)O)F)F